(3-((1,8-dichloro-[1,2,4]triazolo[4,3-a]quinazolin-5-yl)(methyl)amino)phenyl)-2-methylbut-3-yn-2-ol ClC1=NN=C2N1C1=CC(=CC=C1C(=N2)N(C=2C=C(C=CC2)CC(C#C)(O)C)C)Cl